9-phenyl-3,3'-bi-9H-carbazole C1(=CC=CC=C1)N1C2=CC=CC=C2C=2C=C(C=CC12)C=1C=CC=2NC3=CC=CC=C3C2C1